tert-butyl 4-(5-amino-1,2,4-thiadiazol-3-yl)piperidine-1-carboxylate NC1=NC(=NS1)C1CCN(CC1)C(=O)OC(C)(C)C